C1(CCCCC1)[C@H](C(=O)N1[C@H](CCCC1)C(=O)O[C@@H](CCC1=CC(=C(C=C1)OC)OC)C1=CC(=CC=C1)O)C1=CC(=C(C(=C1)OC)OC)OCCCI (S)-(R)-3-(3,4-dimethoxyphenyl)-1-(3-hydroxyphenyl)propyl 1-((S)-2-cyclohexyl-2-(3-(3-iodopropoxy)-4,5-dimethoxyphenyl)acetyl)piperidine-2-carboxylate